benzyl-1-(pyridin-2-yl)methanamine C(C1=CC=CC=C1)C(N)C1=NC=CC=C1